[Li+].NC(C(=O)[O-])(C)C aminoisobutyric acid-lithium salt